{3-[1-(6,7-dimethoxyquinazolin-4-yl)piperidin-4-yl]propyl}(imino)methyl-λ6-sulfanone COC=1C=C2C(=NC=NC2=CC1OC)N1CCC(CC1)CCC[SH2](=O)C=N